N1[C@H](CCC1)C(=O)NC=1N=CC(=NC1)C1=C(C(=O)O)C=CC=C1 [5-(D-Prolylamino)pyrazin-2-yl]benzoic acid